BrC1=NOC(C1)[C@H]1CN(CC1)C(=O)OC(C)(C)C tert-Butyl (3R)-3-(3-bromo-4,5-dihydroisoxazol-5-yl)pyrrolidine-1-carboxylate